N-(3-(1H-1,2,4-triazol-3-ylthio)-4-hydroxynaphthalen-1-yl)-4-ethylbenzenesulfonamide N1N=C(N=C1)SC=1C=C(C2=CC=CC=C2C1O)NS(=O)(=O)C1=CC=C(C=C1)CC